6-Amino-3-((1S,2R)-2-ethyl-1',2'-dihydrospiro[cyclopropane-1,3'-pyrrolo[2,3-b]pyridin]-5'-yl)-2-fluoro-N,N-dimethylbenzamide NC1=CC=C(C(=C1C(=O)N(C)C)F)C=1C=C2C(=NC1)NC[C@@]21[C@@H](C1)CC